BrC=1C=C(NC2(CCC3(C(CC4=CC=CC=C34)C[C@H](COC3=CC=NC=4CCC[C@H](C34)C)C)CC2)C(=O)O)C=CC1F 4-(3-bromo-4-fluoroanilino)-2'-[(2R)-2-methyl-3-{[(5R)-5-methyl-5,6,7,8-tetrahydroquinolin-4-yl]oxy}propyl]-2',3'-dihydrospiro[cyclohexane-1,1'-indene]-4-carboxylic acid